ethyl 2-(2,5-dimethylthiophen-3-yl)-2-oxoacetate CC=1SC(=CC1C(C(=O)OCC)=O)C